C(C1=CC=CC=C1)ON1C(N2[C@@H](C[C@@H]1C2)C(=O)OC)=O methyl (4R,6S)-3-(benzyloxy)-2-oxo-1,3-diazabicyclo[2.2.1]heptane-6-carboxylate